5-(3,3-difluorocyclobutyl)-N-[(1R)-1-(4-{2-[(methylamino)methyl]phenyl}thiophen-2-yl)ethyl]-4-oxo-1H,4H,5H-pyrazolo[4,3-c]pyridine-7-carboxamide FC1(CC(C1)N1C(C2=C(C(=C1)C(=O)N[C@H](C)C=1SC=C(C1)C1=C(C=CC=C1)CNC)NN=C2)=O)F